CC(CCC(=O)OCC)(CCC(=O)N(CCC1=CC=C(C=C1)[N+](=O)[O-])C)C Ethyl 4,4-Dimethyl-7-(Methyl(4-Nitrophenethyl)Amino)-7-Oxoheptanoate